C12CN(CC(CC1)O2)C2=CC=C(NC=1C(=NC=CN1)C(=O)N)C=C2 3-[4-(8-oxa-3-azabicyclo[3.2.1]octan-3-yl)anilino]pyrazine-2-carboxamide